3-cyanomethyl-2-(4-methyl-3-fluorophenyl)indazole C(#N)CC=1N(N=C2C=CC=CC12)C1=CC(=C(C=C1)C)F